The molecule is a platinum coordination entity that is the cationic portion of triplatin tetranitrate. It has a role as an antineoplastic agent. It is a platinum coordination entity and an organic cation. C(CCCN)CCN.C(CCCN)CCN.N.N.N.N.N.N.Cl[Pt+].Cl[Pt+].[Pt+2]